tert-Butyl-((7R)-2-(2-chloro-4-methoxy-3-methylbenzofuran-6-carbonyl)-2-azabicyclo[2.2.1]heptan-7-yl)carbamate C(C)(C)(C)OC(N[C@H]1C2N(CC1CC2)C(=O)C2=CC1=C(C(=C(O1)Cl)C)C(=C2)OC)=O